N-(4-(bicyclo[3.1.0]hexan-3-yloxy)-3,5-difluorophenyl)-5-ethyl-6-(3-methoxy-3-methylazetidin-1-yl)picolinamide C12CC(CC2C1)OC1=C(C=C(C=C1F)NC(C1=NC(=C(C=C1)CC)N1CC(C1)(C)OC)=O)F